bis(p-chlorophenyl)iodine Chloride ClC1=CC=C(C=C1)I(C1=CC=C(C=C1)Cl)Cl